2-(1-methylpyrazol-3-yl)-N-(4-methyl-3-pyridin-2-ylphenyl)pyrrolidine-1-carboxamide CN1N=C(C=C1)C1N(CCC1)C(=O)NC1=CC(=C(C=C1)C)C1=NC=CC=C1